3-chloro-1-(3-chloro-2-pyridyl)-4,5-dihydro-1H-pyrazole-5-carboxylic acid ClC1=NN(C(C1)C(=O)O)C1=NC=CC=C1Cl